COC(C1=NC(=CC=C1Br)N1CC2=C(C=CC=C2CC1)C(NC=1SC2=C(N1)C=CC=C2)=O)=O 6-(8-(benzo[d]thiazol-2-ylcarbamoyl)-3,4-dihydroisoquinolin-2(1H)-yl)-3-bromopicolinic acid methyl ester